(S)-2-(4-(5-bromopyrazin-2-yl)-2-methylpiperazin-1-yl)-5-fluoropyrimidine BrC=1N=CC(=NC1)N1C[C@@H](N(CC1)C1=NC=C(C=N1)F)C